2-(6-(1-((1R,2R,3R,5R)-6,6-difluoro-2-methoxy-1,5-dimethyl-8-azabicyclo[3.2.1]octan-3-yl)vinyl)-1,2,4-triazin-3-yl)-5-(1H-imidazol-1-yl)phenol FC1([C@]2(C[C@@H]([C@H]([C@@](C1)(N2)C)OC)C(=C)C2=CN=C(N=N2)C2=C(C=C(C=C2)N2C=NC=C2)O)C)F